3-(7-(2-Oxo-2-((2,3,5,6-tetramethylphenyl)amino)ethoxy)naphthalen-2-yl)propanoic acid O=C(COC1=CC=C2C=CC(=CC2=C1)CCC(=O)O)NC1=C(C(=CC(=C1C)C)C)C